O(C(C)(C)C)C(=O)N1C[C@@H](CCC1)NC=1C2=C(N=C(N1)C(=O)OCC)NC=C2 Ethyl (R)-4-((1-(tert-butoxylcarbonyl)piperidin-3-yl)amino)-7H-pyrrolo[2,3-d]pyrimidineCarboxylate